C[C@@H]1CC[C@@]2([C@H]([C@H]3[C@@H](O2)C[C@@H]4[C@@]3(CC[C@H]5[C@H]4CC[C@H]6[C@@]5(CC[C@@H](C6)O[C@H]7[C@@H]([C@H]([C@H]([C@H](O7)CO)O)O[C@H]8[C@@H]([C@H]([C@@H]([C@H](O8)CO)O)O)O)O[C@H]9[C@@H]([C@H]([C@@H]([C@H](O9)CO)O)O)O)C)C)C)OC1 The molecule is a spirostanyl glycoside that is smilagenin attached to a O-beta-D-glucopyranosyl-(1->2)-[beta-D-glucopyranosyl-(1->3)]-beta-D-galactopyranosyl residue at position 3 via a glycosidic linkage. Isolated from Yucca gloriosa and Yucca guatemalensis, it exhibits antifungal activity. It has a role as a metabolite and an antifungal agent. It is an organic heterohexacyclic compound, an oxaspiro compound, a spirostanyl glycoside and a trisaccharide derivative. It derives from a (25R)-5beta-spirostan-3beta-ol.